C(C)(C)OC(C(CCC(C=[N+]=[N-])=O)NC(CC(C)(C1=C(C(C(=C(C1=O)C)C)=O)C)C)=O)=O 6-diazo-2-(3-methyl-3-(2,4,5-trimethyl-3,6-dioxocyclohexa-1,4-dien-1-yl)butanamido)-5-oxohexanoic acid isopropyl ester